(S)-3-Ethyl-7-(1-(piperazin-1-yl)ethyl)-1,5-naphthyridin-2(1H)-one hydrochloride Cl.C(C)C=1C(NC2=CC(=CN=C2C1)[C@H](C)N1CCNCC1)=O